O=C1NC(CCC1N1C(N(C2=C1C=CC=C2)C)=O)=O 1-(2,6-dioxopiperidin-3-yl)-3-methyl-2-oxo-2,3-dihydro-1H-1,3-benzodiazol